O=C1NC(CCC1N1CC2=CC=CC(=C2C1=O)NCCCCN1CCN(CC1)C1=CC=C(C(=O)N2CCC(CC2)CCCCNC(\C=C\C=2C=NC=CC2)=O)C=C1)=O (E)-N-(4-(1-(4-(4-(4-((2-(2,6-dioxopiperidin-3-yl)-3-oxoisoindoline-4-yl)amino)butyl)piperazin-1-yl)benzoyl)piperidin-4-yl)butyl)-3-(pyridin-3-yl)acrylamide